2-((3-(trifluoromethyl)tetrahydrofuran-3-yl)oxy)ethane-1-ol FC(C1(COCC1)OCCO)(F)F